N-isopropyl-4-(5-methyl-2-((1-methyl-1H-pyrazol-4-yl)amino)pyrimidin-4-yl)benzamide C(C)(C)NC(C1=CC=C(C=C1)C1=NC(=NC=C1C)NC=1C=NN(C1)C)=O